4-cyclopropyl-3-(propane-2-yloxy)benzoic acid C1(CC1)C1=C(C=C(C(=O)O)C=C1)OC(C)C